2-bromo-N-(cyclopropylmethyl)-5-fluoro-4-(morpholinosulfonyl)aniline BrC1=C(NCC2CC2)C=C(C(=C1)S(=O)(=O)N1CCOCC1)F